2,6-diphenyl-4-octadecyloxy-phenol C1(=CC=CC=C1)C1=C(C(=CC(=C1)OCCCCCCCCCCCCCCCCCC)C1=CC=CC=C1)O